2-(4-fluorophenyl)-4-oxo-4H-benzofuran-3-yl-benzene camphorsulfonate C12(C(=O)CC(CC1)C2(C)C)CS(=O)(=O)O.FC2=CC=C(C=C2)C2OC=1C(=C2C2=CC=CC=C2)C(C=CC1)=O